Methacryl-Butadien C(=O)(C(=C)C)C=CC=C